(3-tert-butylcyclopentadienyl)(1-adamantylamino)dimethyl-titanium C(C)(C)(C)C1=CC(C=C1)[Ti](C)(C)NC12CC3CC(CC(C1)C3)C2